C(C)CC(CC(=O)[O-])=O.C(C)CC(CC(=O)O)=O.[O-]CCCC.[O-]CCCC.[O-]CCCC.[Zr+4] zirconium tributoxide bis(ethylacetoacetate)